FC1=CC(=C(C=C1)C=1C2=C(C(=NC1C1=NN3C(CN(C[C@H]3C)C(=O)OC(C)(C)C)=C1)OS(=O)(=O)C(F)(F)F)C=CS2)OC(C)C tert-butyl (7R)-2-(7-(4-fluoro-2-isopropoxyphenyl)-4-(((trifluoromethyl) sulfonyl) oxy) thieno[3,2-c]pyridin-6-yl)-7-methyl-6,7-dihydropyrazolo[1,5-a]pyrazine-5(4H)-carboxylate